methyl (2R,3S,5R)-2-((((1S,3S,6R)-6-(5-fluoropyrimidin-2-yl)bicyclo[4.1.0]heptan-3-yl)oxy)methyl)-5-methyl-3-((2,2,2-trifluoroethyl)sulfonamido)pyrrolidine-1-carboxylate FC=1C=NC(=NC1)[C@]12CC[C@@H](C[C@@H]2C1)OC[C@@H]1N([C@@H](C[C@@H]1NS(=O)(=O)CC(F)(F)F)C)C(=O)OC